ClC1=NC=C(C(=C1)C1=C(C=NC(=C1)C)C(=O)NC=1SC(=NN1)C(NC1COCCC1)=O)OC 2'-chloro-5'-methoxy-6-methyl-N-{5-[(oxan-3-yl)carbamoyl]-1,3,4-thiadiazol-2-yl}-[4,4'-bipyridine]-3-carboxamide